ClC1=C(C(=CC=C1)F)NC(C1=C(C=C(C(=C1)F)NC(=O)NC(C)C)O[C@H](C(F)(F)F)C)=O (S)-N-(2-Chloro-6-fluorophenyl)-5-fluoro-4-(3-isopropylureido)-2-((1,1,1-trifluoropropan-2-yl)oxy)benzamide